p-phenylene-benzo-bisoxazole C1(=CC=C(C=C1)C=1OC2=C(N1)C=CC=C2)C=2OC1=C(N2)C=CC=C1